ClC1=C(C=C(C=C1)N1CC(C2=NC(=CC=C21)C(=O)N2CC(CCC2)NC2=C(C(=O)O)C=CC=N2)(C)C)F ((1-(1-(4-chloro-3-fluorophenyl)-3,3-dimethyl-2,3-dihydro-1H-pyrrolo[3,2-b]pyridine-5-carbonyl)piperidin-3-yl)amino)nicotinic acid